1-((1R,4R)-2,5-diazabicyclo[2.2.1]heptane-2-yl)-2-(3-(1-(3',4'-difluoro-[1,1'-biphenyl]-3-carbonyl)piperidin-3-yl)phenoxy)-2-methylpropane-1-one [C@H]12N(C[C@H](NC1)C2)C(C(C)(C)OC2=CC(=CC=C2)C2CN(CCC2)C(=O)C=2C=C(C=CC2)C2=CC(=C(C=C2)F)F)=O